OC1CCC(CC1)CNC(C)C1=CN=CC2=CC=CC=C12 4-(1-(((4-hydroxycyclohexyl)methyl)amino)ethyl)isoquinolin